FC(C(=O)O)(F)F.OC1=C(C=CC=C1C1=CC(=NO1)N1CCNCC1)C=1C=C2CCCN(C2=CC1)C(C)=O 1-(6-(2-Hydroxy-3-(3-(piperazin-1-yl)isoxazol-5-yl)phenyl)-3,4-dihydroquinolin-1(2H)-yl)ethanone 2,2,2-trifluoroacetate